FC1=CC=C(C=C1)C=CC(=O)C1=CC=C(OC=2C=CC(NN2)=O)C=C1 6-(4-(3-(4-fluorophenyl)acryloyl)phenoxy)pyridazin-3(2H)-one